N-(2,3-dihydrobenzo[b][1,4]dioxin-6-yl)-5,5-dimethyl-8-(4-morpholinopiperidin-1-yl)-1,3,4,5-tetrahydro-2H-benzo[c]azepine-2-carboxamide O1C2=C(OCC1)C=C(C=C2)NC(=O)N2CC1=C(C(CC2)(C)C)C=CC(=C1)N1CCC(CC1)N1CCOCC1